((1H-pyrazol-1-yl)methyl)-2,3-dihydrobenzofuran N1(N=CC=C1)CC1OC2=C(C1)C=CC=C2